NCC=1N=C2N(C=C(C=C2N(S(=O)(=O)C)C)C2CC2)C1 N-(2-(aminomethyl)-6-cyclopropylimidazo[1,2-a]pyridin-8-yl)-N-methylmethanesulfonamide